(R)-3-chloro-4-fluoro-N-methyl-N-(1-(1-oxo-1,2-dihydroisoquinolin-4-yl)ethyl)benzamide ClC=1C=C(C(=O)N([C@H](C)C2=CNC(C3=CC=CC=C23)=O)C)C=CC1F